(3-chloropyridyl)dichloropalladium ClC=1C(=NC=CC1)[Pd](Cl)Cl